ClC1=C(C=CC(=C1NC=1C(=C2C(N(C=NC2=CC1)C)=O)F)F)NS(=O)(=O)N1CC(C1)OC N-(2-chloro-4-fluoro-3-((5-fluoro-3-methyl-4-oxo-3,4-dihydroquinazolin-6-yl)amino)phenyl)-3-methoxyazetidine-1-sulfonamide